Azaproline C1CNN(C1)C(=O)O